NC1=C(C(NC(N1C)=O)=O)NC([C@@H](CC1=CC=NC=C1)NC(OC(C)(C)C)=O)=O (R)-tert-Butyl 1-(6-amino-1-methyl-2,4-dioxo-1,2,3,4-tetrahydropyrimidin-5-ylamino)-1-oxo-3-(pyridin-4-yl)propan-2-ylcarbamate